OC1[C@H](O)[C@@H](O)[C@H](O1)CO Xylofuranose